C1(C=CC(N1CCCCCCOC1=CC=C(C=O)C=C1)=O)=O 4-(Maleimidohexyloxy)benzaldehyde